bromo-2'-methoxystilbene BrC1=C(C=CC=C1)C=CC1=C(C=CC=C1)OC